Molybdocene [CH-]1C=CC=C1.[CH-]1C=CC=C1.[Mo+2]